5-(4-((8-(difluoromethoxy)-2-methyl-3-oxo-3,4-dihydroquinoxalin-6-yl)methyl)piperazin-1-yl)-N,6-dimethylpyridinecarboxamide FC(OC=1C=C(C=C2NC(C(=NC12)C)=O)CN1CCN(CC1)C=1C=CC(=NC1C)C(=O)NC)F